estradiene C[C@]12CC[C@@H]3[C@H]4CCCCC4CC[C@H]3C1=CC=C2